(2-chloroethyl)-3-(1-hydroxy-1,2-dihydronaphthalen-2-yl)-2-oxo-3-phenylindoline-1-carboxylate ClCCOC(=O)N1C(C(C2=CC=CC=C12)(C1=CC=CC=C1)C1C(C2=CC=CC=C2C=C1)O)=O